3-(6-fluoro-2-(3-fluoro-1-methyl-1H-pyrazol-4-yl)-3H-imidazo[4,5-b]pyridin-7-yl)-3,8-diazabicyclo[3.2.1]octane-8-carboxylic acid tert-butyl ester C(C)(C)(C)OC(=O)N1C2CN(CC1CC2)C2=C1C(=NC=C2F)NC(=N1)C=1C(=NN(C1)C)F